methyl (7S)-3-{2-[(3S)-3-carbamoylpyrrolidin-1-yl]ethyl}-7-methyl-2-[2-(1H-pyrazol-1-yl)ethyl]-3H,6H,7H,8H,9H-imidazo[4,5-f]quinoline-6-carboxylate C(N)(=O)[C@@H]1CN(CC1)CCN1C(=NC2=C3CC[C@@H](N(C3=CC=C21)C(=O)OC)C)CCN2N=CC=C2